CNC[C@H](N)C(=O)O beta-N-Methyl-Amino-L-Alanine